CC1(CC(CCN)=CC=C1O)O 3-methyldopamine